2-((5-Methylthiazol-2-yl)methoxy)-7-(piperidin-4-ylmethyl)imidazo[2,1-f][1,2,4]triazin-4-amine CC1=CN=C(S1)COC1=NN2C(C(=N1)N)=NC=C2CC2CCNCC2